OC=1C=C(C2(OC3=CC=CC=C3CC2)O)C=CC1OC 3',2-dihydroxy-4'-methoxy-flavan